CC(CCCCCCCCCCCCCC)C=1C=C(C=C(C1O)C)C 6-(1-methyl-pentadecyl)-2,4-xylenol